(S)-6-cyclopropyl-2-methyl-4-((1-(5,6,7,8-tetrahydronaphthalen-2-yl)ethyl)amino)-2,6-dihydropyrido[3,4-d]pyridazine-1,7-dione C1(CC1)N1C=C2C(=NN(C(C2=CC1=O)=O)C)N[C@@H](C)C1=CC=2CCCCC2C=C1